[Si](C)(C)(C(C)(C)C)OC[C@H](C)N1N=C(C=C1CO)OCC (S)-(1-(1-((tert-butyldimethylsilyl)oxy)propan-2-yl)-3-ethoxy-1H-pyrazol-5-yl)methanol